FC(C)(F)C=1C=C2CC[C@@H](N(C2=CC1)S(=O)(=O)C=1C=CC(=C(CO)C1)OCC1CCOCC1)C (S)-5-((6-(1,1-difluoroethyl)-2-methyl-3,4-dihydroquinolin-1(2H)-yl)sulfonyl)-2-((tetrahydro-2H-pyran-4-yl)methoxy)benzyl Alcohol